FC(OC1=NC(=CC=C1NC(N(C1=C(C=CC=C1)C(C)C)C1CN(C1)S(=O)(=O)N)=O)C)F 3-(3-(2-(difluoromethoxy)-6-methylpyridin-3-yl)-1-(2-isopropylphenyl)ureido)azetidine-1-sulfonamide